1,6-dimethyl-4-[5-methyl-4-(4,4,5,5-tetramethyl-1,3,2-dioxaborolan-2-yl)-3,6-dihydro-2H-pyridin-1-yl]pyrazolo[3,4-b]pyridine CN1N=CC=2C1=NC(=CC2N2CCC(=C(C2)C)B2OC(C(O2)(C)C)(C)C)C